(6-(4-((4-(1H-pyrazol-4-yl)phenyl)amino)-5-methoxy-pyrimidin-2-yl)-1H-indol-2-yl)(3,3-difluoroazetidin-1-yl)methanone N1N=CC(=C1)C1=CC=C(C=C1)NC1=NC(=NC=C1OC)C1=CC=C2C=C(NC2=C1)C(=O)N1CC(C1)(F)F